N1=C(C=NC=C1)[C@@H](C)NC(=O)[C@H]1CN(CC[C@@H]1NC(=O)C1=NOC(=C1)C1=C(C=C(C=C1F)F)F)CC1CC1 (3S,4S)-1-Cyclopropylmethyl-4-{[5-(2,4,6-trifluoro-phenyl)-isoxazole-3-carbonyl]-amino}-piperidine-3-carboxylic acid ((R)-1-pyrazin-2-yl-ethyl)-amide